(S)-(4-(5-methylpyrazolo[1,5-a]pyridin-2-yl)-6,7-dihydro-1H-imidazo[4,5-c]pyridin-5(4H)-yl)(oxazol-5-yl)methanone CC1=CC=2N(C=C1)N=C(C2)[C@H]2N(CCC1=C2N=CN1)C(=O)C1=CN=CO1